OC(C1(CCC1)NC=1C2=C(N=CN1)CCS2)([2H])[2H] 4-((1-(hydroxymethyl-d2)cyclobutyl)amino)-6,7-dihydrothieno[3,2-d]pyrimidine